2-(3,5-dichloro-2-fluoro-4-(2-fluoro-4-hydroxy-3-isopropylbenzyl)phenoxy)-N,N-dimethylacetamide ClC=1C(=C(OCC(=O)N(C)C)C=C(C1CC1=C(C(=C(C=C1)O)C(C)C)F)Cl)F